NC1=C(C=NN1C1=C(C=CC=C1)C1CC1)C(=O)N1C[C@@]2(CCC1)C1=C(NC(O2)=O)C=CC(=C1F)Cl (R)-1'-(5-Amino-1-(2-cyclopropylphenyl)-1H-pyrazole-4-carbonyl)-6-chloro-5-fluorospiro[benzo[d][1,3]oxazine-4,3'-piperidin]-2(1H)-one